C1C2=C(C=C(C=C2)O)N=CC1=O 7-hydroxy-3,4-dihydroquinolinone